ClC1=CC=C(C=C1)C=1N=C2N(C=CC=C2)C1CN1C2CN(C(C1)CC2)C(=O)OC(C)(C)C racemic-tert-butyl 5-{[2-(4-chlorophenyl)imidazo[1,2-a]pyridin-3-yl]methyl}-2,5-diazabicyclo[2.2.2]octane-2-carboxylate